CN1N=CC=2C(=CC=CC12)C(=O)NC(C(=O)O)CC (1-methyl-1H-indazole-4-carboxamido)butanoic acid